4-(7-bromopyrene-1-yl)-phenanthroline BrC=1C=C2C=CC3=CC=C(C4=CC=C(C1)C2=C43)C4=CC=NC3=C2N=CC=CC2=CC=C43